Rac-(4-amino-7-chloro-3-methylimidazo[1,5-a]quinoxalin-8-yl)((4aS,9bS)-7-(trifluoromethyl)-3,4,4a,9b-tetrahydrofuro[2,3-b:4,5-b']dipyridin-1(2H)-yl)methanone NC=1C=2N(C3=CC(=C(C=C3N1)Cl)C(=O)N1[C@@H]3[C@H](CCC1)OC1=NC(=CC=C13)C(F)(F)F)C=NC2C |r|